5-(8-fluoro-[1,2,4]triazolo[1,5-a]pyridin-6-yl)-N-(tetrahydro-2H-pyran-4-yl)-7H-pyrrolo[2,3-d]pyrimidin-2-amine FC=1C=2N(C=C(C1)C1=CNC=3N=C(N=CC31)NC3CCOCC3)N=CN2